(3aR,6aS)-2-(cyclohexylmethyl)-5-[[6-(1,3-dimethylpyrazol-4-yl)pyridazin-3-yl]oxymethyl]-3,3a,4,5,6,6a-hexahydro-1H-cyclopenta[c]pyrrole C1(CCCCC1)CN1C[C@@H]2[C@H](C1)CC(C2)COC=2N=NC(=CC2)C=2C(=NN(C2)C)C